4-(2-((3-amino-6-(2-hydroxyphenyl)pyridazin-4-yl)(methyl)amino)ethyl)benzaldehyde NC=1N=NC(=CC1N(CCC1=CC=C(C=O)C=C1)C)C1=C(C=CC=C1)O